C(C)OC(=O)C1=CNC=C(C1)C(C=C)C1=CC=CC=C1 5-(1-phenylallyl)-1,4-dihydropyridine-3-carboxylic acid ethyl ester